C1=CC=CC=2C3=CC=CC=C3C(C12)COC(=O)N[C@@H](C1=CC=2N(N=C1)C=C(N2)[C@H](C2CCC(CC2)(F)F)NC(OC(C)(C)C)=O)C2CC2 tert-Butyl ((S)-(7-((R)-((((9H-fluoren-9-yl)methoxy)carbonyl)amino)(cyclopropyl)methyl)imidazo[1,2-b]pyridazin-2-yl)(4,4-difluorocyclohexyl)methyl)carbamate